4-(4-amino-butoxyl)-butyl-amine NCCCCOCCCCN